C(C)(C)(C)OC(=O)N[C@H](C(=O)O)C1=CC=CC=C1 (S)-2-((tert-butoxycarbonyl)amino)-2-phenylacetic acid